C(C(C)C)OC1=NC(=CC=C1/C=C/C(=O)NC1=CC=CC=2NC(NC21)=O)C(F)(F)F (E)-3-(2-Isobutoxy-6-(trifluoromethyl)pyridin-3-yl)-N-(2-oxo-2,3-dihydro-1H-benzo[d]imidazol-4-yl)acrylamid